pyridine butanesulfonate C(CCC)S(=O)(=O)O.N1=CC=CC=C1